O=S1(CCN(CC1)C=1C(=CC=2N(N1)C(=CN2)C2=NC(=NC=C2F)N[C@H]2CN(CC[C@@H]2F)C(=O)OC(C)(C)C)OC)=O tert-butyl (3S,4S)-3-[[4-[6-(1,1-dioxo-1,4-thiazinan-4-yl)-7-methoxy-imidazo[1,2-b]pyridazin-3-yl]-5-fluoro-pyrimidin-2-yl]amino]-4-fluoro-piperidine-1-carboxylate